Morpholine-N-oxide [NH+]1(CCOCC1)[O-]